C(C)(=O)NC=1SC(=CN1)CN1CCN(CC1)CC(=O)NC1=C(C=CC=C1)C 2-(4-((2-acetamidothiazol-5-yl)methyl)piperazin-1-yl)-N-(o-tolyl)acetamide